FC1=C(C(=O)[O-])C=C(C=C1)OC 2-fluoro-5-anisate